(Propane)-HCl Cl.CCC